OCC#CC1=CN=CC(=N1)N1CCC(CC1)C(=O)OCC ethyl 1-(6-(3-hydroxyprop-1-yn-1-yl)pyrazin-2-yl)piperidine-4-carboxylate